5-(5-((4-(5-(difluoromethyl)-1,3,4-oxadiazol-2-yl)phenyl)difluoromethyl)-1,2,4-oxadiazol-3-yl)pyridin-2-amine FC(C1=NN=C(O1)C1=CC=C(C=C1)C(C1=NC(=NO1)C=1C=CC(=NC1)N)(F)F)F